(R)-N-(6-(4-(2-hydroxypropyl)piperazin-1-yl)-2,2-dimethyl-2,3-dihydrobenzofuran-5-yl)pyrazolo[1,5-a]pyrimidine-3-carboxamide O[C@@H](CN1CCN(CC1)C1=CC2=C(CC(O2)(C)C)C=C1NC(=O)C=1C=NN2C1N=CC=C2)C